(6-(hydroxymethyl)-5-iodo-8-(methylamino)-2,7-naphthyridin-3-yl)cyclopropanecarboxamide OCC=1C(=C2C=C(N=CC2=C(N1)NC)C1(CC1)C(=O)N)I